5-((5-(5-chloropyridin-2-yl)-1,3,4-oxadiazol-2-yl)amino)-N'-hydroxypicolinimidamide hydrochloride Cl.ClC=1C=CC(=NC1)C1=NN=C(O1)NC=1C=CC(=NC1)C(N)=NO